C(#N)C=1C=C(COC2=C(CN[C@@](C(=O)O)(CO)C)C=C(C(=C2)OCC=2C(N(C=CC2)C2=CC3=C(OCCO3)C=C2)=O)C)C=CC1 (R)-2-((2-((3-cyanobenzyl)oxy)-4-((1-(2,3-dihydrobenzo[b][1,4]dioxin-6-yl)-2-oxo-1,2-dihydropyridin-3-yl)methoxy)-5-methylbenzyl)amino)-3-hydroxy-2-methylpropanoic acid